2-[(2S)-4-[2-[[(2R,4R)-4-fluoro-1-methylpyrrolidin-2-yl]methoxy]-7-(8-methyl-1-naphthyl)-6,8-dihydro-5H-pyrido[3,4-d]pyrimidin-4-yl]-1-(2-fluoroprop-2-enoyl)piperazin-2-yl]acetonitrile F[C@@H]1C[C@@H](N(C1)C)COC=1N=C(C2=C(N1)CN(CC2)C2=CC=CC1=CC=CC(=C21)C)N2C[C@@H](N(CC2)C(C(=C)F)=O)CC#N